methyl 3-(2-(((1S,3S)-3-((tert-butoxycarbonyl)amino)cyclopentyl)amino)-5-(trifluoromethyl)pyrimidin-4-yl)-7-chloro-1H-indole-6-carboxylate C(C)(C)(C)OC(=O)N[C@@H]1C[C@H](CC1)NC1=NC=C(C(=N1)C1=CNC2=C(C(=CC=C12)C(=O)OC)Cl)C(F)(F)F